C1(CCCC1)N1C(C(N(CC1)CC1=CC(=NN1)C1=CC=CC=C1)=O)=O 1-cyclopentyl-4-((3-phenyl-1H-pyrazol-5-yl)methyl)piperazine-2,3-dione